BrC1=CC(=C(C=C1)CN1CCN(CC1)C1=C(C(N(C2=CC=C(N=C12)Cl)C)=O)C#N)O 4-{4-[(4-bromo-2-hydroxyphenyl)methyl]piperazin-1-yl}-6-chloro-1-methyl-2-oxo-1,2-dihydro-1,5-naphthyridine-3-carbonitrile